(5-(4-ethylphenyl)-4H-1,2,4-triazol-3-ylthio)cyclohexan-1-one C(C)C1=CC=C(C=C1)C=1NC(=NN1)SC1C(CCCC1)=O